6-(2,4-dimethoxypyrimidin-5-yl)-8-(3,3-dimethylazetidin-1-yl)imidazo[1,2-b]pyridazine COC1=NC=C(C(=N1)OC)C=1C=C(C=2N(N1)C=CN2)N2CC(C2)(C)C